N-(4-isopropyl-1H-pyrazol-5-yl)cyclopropanecarboxamidine C(C)(C)C=1C=NNC1NC(=N)C1CC1